ClC=1N=C(N2N=C(N=CC21)N[C@H]2[C@@H](CN(CC2)C(=O)OC(C)(C)C)F)C(C)C(C)(C)O tert-butyl (3R,4R)-4-{[5-chloro-7-(3-hydroxy-3-methylbutan-2-yl)imidazo[4,3-f][1,2,4]triazin-2-yl]amino}-3-fluoropiperidine-1-carboxylate